ClC=1C=C2C(OCCC3=CC=CC=C3C=3C(=CC(=C(NS(C(C1OC)=C2)(=O)=O)C3)F)F)=O 14-chloro-20,22-difluoro-15-methoxy-17,17-dioxo-10-oxa-17λ6-thia-18-azatetracyclo[17.3.1.112,16.02,7]tetracosa-1(23),2,4,6,12,14,16(24),19,21-nonaen-11-one